1-[4-[(tert-butyldimethylsilyl)oxy]phenyl]ethan-1-one [Si](C)(C)(C(C)(C)C)OC1=CC=C(C=C1)C(C)=O